C1(=CC(=CC=C1)N1C2=CC=CC=C2C=2C=CC=C(C12)Br)C1=CC=CC=C1 9-([1,1'-biphenyl]-3-yl)-1-bromo-9H-carbazole